2-(2-fluoro-3-(trifluoromethyl)phenyl)-N-(5-fluoro-6-(4-(piperidin-2-yl)-1H-imidazol-1-yl)pyridin-3-yl)acetamide FC1=C(C=CC=C1C(F)(F)F)CC(=O)NC=1C=NC(=C(C1)F)N1C=NC(=C1)C1NCCCC1